C(C)(C)(C)OC(=O)N[C@@H]1CCCC12CCN(CC2)C=2C(=NC=C(N2)C)C(=O)OCC ethyl (R)-3-(1-((tert-butoxycarbonyl)amino)-8-azaspiro[4.5]decan-8-yl)-5-methylpyrazine-2-carboxylate